pyrrolidinium dicyanamide salt [N-](C#N)C#N.[NH2+]1CCCC1